CC(C)N(C(COC1=C(C=C(C=C1)/C=C/C(=O)C1=CC=C(OCC(=O)O)C=C1)OCC)=O)C(C)C 2-[4-[(E)-3-[4-[2-[Di(propan-2-yl)amino]-2-oxoethoxy]-3-ethoxyphenyl]prop-2-enoyl]phenoxy]acetic acid